hexaanimine nickel dichloride [Ni](Cl)Cl.C(CCCCC)=N